FC(CN1C(C2=C(CC1)NC(=N2)C2=C(C=CC(=C2)OC=2C(=C1C=CNC1=CC2F)S(=O)(=O)C)F)C=2C(=C(C=CC2)CCC(=O)NC)F)F 3-[3-[5-(2,2-difluoroethyl)-2-[2-fluoro-5-[(6-fluoro-4-methylsulfonyl-1H-indol-5-yl)oxy]phenyl]-1,4,6,7-tetrahydroimidazo[4,5-c]pyridin-4-yl]-2-fluoro-phenyl]-N-methyl-propanamide